C(CCCCCCC\C=C/CCCCCCCC)(=O)OC[C@@H](OC(CCCCCCCCCCCCCCC)=O)COC(CCCCCCC\C=C/C\C=C/CCCCC)=O |r| 1-oleoyl-2-palmitoyl-3-linoleoyl-rac-glycerol